FCCS(=O)(=O)C1=NN=C(S1)NC(C1=C(C=CC=C1)C(F)(F)F)=O N-(5-((2-fluoroethyl)sulfonyl)-1,3,4-thiadiazol-2-yl)-2-(trifluoromethyl)benzamide